1-[6-Chloro-5-(4-trifluoromethyl-benzylsulfanyl)-1H-benzoimidazol-2-yl]-1H-pyrazole-4-carboxylic acid ClC=1C(=CC2=C(NC(=N2)N2N=CC(=C2)C(=O)O)C1)SCC1=CC=C(C=C1)C(F)(F)F